6-methyladenosine-5'-triphosphate P(O)(=O)(OP(=O)(O)OP(=O)(O)O)OC[C@@H]1[C@H]([C@H]([C@@H](O1)N1CN=C2C(N)(N=CN=C12)C)O)O